5-(3-(ethylsulfonyl)-5-(4-fluoro-1H-pyrazol-1-yl)pyridin-2-yl)-2-(trifluoromethyl)pyrazolo[1,5-a]pyrimidine C(C)S(=O)(=O)C=1C(=NC=C(C1)N1N=CC(=C1)F)C1=NC=2N(C=C1)N=C(C2)C(F)(F)F